ClC1=NC2=CC=CC=C2C(=N1)NC=1C(=NN(C1C)CC(C)C)C 2-chloro-N-(1-isobutyl-3,5-dimethyl-1H-pyrazol-4-yl)quinazolin-4-amine